2-(2-oxo-2,3-dihydro-1H-pyrido[2,3-b][1,4]thiazin-3-yl)-N-(3,3,3-trifluoropropyl)acetamide O=C1NC2=C(SC1CC(=O)NCCC(F)(F)F)N=CC=C2